(S)-2-amino-3-(1-methyl-1,4,5,6,7,8-hexahydrocyclohepta[c]pyrazol-3-yl)propanoic acid N[C@H](C(=O)O)CC=1C2=C(N(N1)C)CCCCC2